6,8-dichloro-2,7-naphthyridin-1(2H)-one ClC=1C=C2C=CNC(C2=C(N1)Cl)=O